C1(=CC=CC=C1)[P+](C1=C(C=CC=C1)Cl)(C1=CC=CC=C1)C1=CC=CC=C1 triphenyl-(o-chlorophenyl)phosphonium